ClC=1C(=NC(=NC1)NC=1C(NC=2CCN(CC2C1)C)=O)NC1=C(C=CC=C1)P(=O)(C)C 3-((5-Chloro-4-((2-(dimethylphosphoryl)phenyl)amino)pyrimidin-2-yl)amino)-6-methyl-5,6,7,8-tetrahydro-1,6-Naphthyridine-2(1H)-one